N-[4-chloro-2-[(di-2-propyl-lambda4-sulfanylidene)carbamoyl]-6-cyano-phenyl]-2-(3-chloro-2-pyridyl)-5-(trifluoromethyl)pyrazole-3-carboxamide ClC1=CC(=C(C(=C1)C#N)NC(=O)C=1N(N=C(C1)C(F)(F)F)C1=NC=CC=C1Cl)C(N=S(C(C)C)C(C)C)=O